7-chloro-4-{[4-fluoro-2-(prop-2-yloxy)phenyl]amino}-5-methyl-5H-pyrrolo[3,2-d]pyrimidine-6-carboxylic acid ethyl ester C(C)OC(=O)C1=C(C=2N=CN=C(C2N1C)NC1=C(C=C(C=C1)F)OC(C)C)Cl